4,5-difluoro-11-azatricyclo[6.2.1.02,7]Undec-2,4,6-triene hydrochloride Cl.FC=1C=C2C3CCC(C2=CC1F)N3